ClC=1C(=NC(=NC1)N[C@H]1[C@@H](CC(CC1)(F)F)O)C1=CC2=C(N=C3N2CCCN3C)C(=C1)F (1R,2R)-2-((5-chloro-4-(9-fluoro-1-methyl-1,2,3,4-tetrahydrobenzo[4,5]imidazo[1,2-a]pyrimidin-7-yl)pyrimidin-2-yl)amino)-5,5-difluorocyclohexan-1-ol